N-(4,5-dichloro-2,2-dimethyl-2,3-dihydrobenzo[b]furan-7-yl)-3-difluoromethyl-1-ethyl-1H-pyrazole-4-carboxamide ClC1=C(C=C(C=2OC(CC21)(C)C)NC(=O)C=2C(=NN(C2)CC)C(F)F)Cl